FC1=C(C=CC(=C1)[C@@H]1N(CCC1)C)C=1N=C2SC3=C(N2C1)C=CC(=C3)C(=O)NCCCN3CCC(CC3)F (R)-2-(2-fluoro-4-(1-methylpyrrolidin-2-yl)phenyl)-N-(3-(4-fluoropiperidin-1-yl)propyl)benzo[d]imidazo[2,1-b]thiazole-7-carboxamide